4-((1H-Indazol-5-yl)ethynyl)-N-(pyridin-2-ylmethyl)-[2,4'-bipyrimidin]-2'-amine N1N=CC2=CC(=CC=C12)C#CC1=NC(=NC=C1)C1=NC(=NC=C1)NCC1=NC=CC=C1